ClC1=C(C=CC(=C1)F)C1(CC1)C1=NOC(=N1)C1=NN(C=C1C)C 3-(1-(2-chloro-4-fluorophenyl)cyclopropyl)-5-(1,4-dimethyl-1H-pyrazol-3-yl)-1,2,4-oxadiazole